C(C1=CC=CC=C1)NC(=O)C1CN(C2=C(O1)C=C(C=C2)C(=O)NO)CC2=CC=CC=C2 N2,4-dibenzyl-N7-hydroxy-3,4-dihydro-2H-benzo[b][1,4]oxazine-2,7-dicarboxamide